(3S)-7-((S)-4-acryloyl-2-methylpiperazin-1-yl)-9-chloro-10-(5-chloro-2,4-difluorophenyl)-3-((methoxymethoxy)methyl)-2H-[1,4]thiazino[2,3,4-ij]quinazolin-5(3H)-one C(C=C)(=O)N1C[C@@H](N(CC1)C1=NC(N2C3=C(C(=C(C=C13)Cl)C1=C(C=C(C(=C1)Cl)F)F)SC[C@@H]2COCOC)=O)C